BrC1=CC(=C(C(=O)OC)C=C1OCCN(C)C)C Methyl 4-bromo-5-(2-(dimethylamino)ethoxy)-2-methylbenzoate